2,3-dimercapto-propanol SC(CO)CS